C(C)(=O)OC=C1C(C1)(F)F 2,2-difluorocyclopropylylmethyl acetate